NC1=C(C=C(C=N1)C1=C(C=C(C=C1)NC(C(O)C1=CC(=CC(=C1)F)F)=O)C)C(=O)N1CC2(C1)CNC2 N-(4-(6-amino-5-(2,6-diazaspiro[3.3]heptane-2-carbonyl)pyridin-3-yl)-3-methylphenyl)-2-(3,5-difluorophenyl)-2-hydroxyacetamide